C1=CC2=CC=C1N=NC3=CC=C(C=C3)SS2 4,4'-dithioazobenzene